8-Cyclopentyl-N-(3-fluoro-5-(1-(4-(methylsulfonyl)benzyl)-1H-pyrazol-4-yl)benzyl)-7H-purine-6-carboxamide C1(CCCC1)C1=NC2=NC=NC(=C2N1)C(=O)NCC1=CC(=CC(=C1)C=1C=NN(C1)CC1=CC=C(C=C1)S(=O)(=O)C)F